O(C1=CC=CC=C1)C(=O)N(CC(=O)O)OCC N-phenoxycarbonyl-N-ethoxyglycine